4-((1-(4-(2-(2-Aminopyridin-3-yl)-5-(1-isopropyl-1H-pyrazol-4-yl)-3H-imidazo[4,5-b]pyridin-3-yl)benzyl)piperidin-4-yl)amino)pyrimidine-2-carbonitrile NC1=NC=CC=C1C1=NC=2C(=NC(=CC2)C=2C=NN(C2)C(C)C)N1C1=CC=C(CN2CCC(CC2)NC2=NC(=NC=C2)C#N)C=C1